tert-butyl (2R,5S)-5-[(benzyloxy)[(benzyloxy)carbonyl]amino]-2-{5-[(1s,3s)-3-(trifluoromethoxy)cyclobutyl]-1,3,4-oxadiazol-2-yl}piperidine-1-carboxylate C(C1=CC=CC=C1)ON([C@H]1CC[C@@H](N(C1)C(=O)OC(C)(C)C)C=1OC(=NN1)C1CC(C1)OC(F)(F)F)C(=O)OCC1=CC=CC=C1